4-(3-nitrophenyl)pyridine [N+](=O)([O-])C=1C=C(C=CC1)C1=CC=NC=C1